tert-butyl (S)-5-((2-(2-(3-(3,5-dimethyl-1H-pyrazol-1-yl)phenyl)-4-methoxy-4-carbonylbutyl)-2,7-diazaspiro[3.5]nonan-7-yl)methyl)-3H-imidazo[4,5-b]pyridine-3-carboxylate CC1=NN(C(=C1)C)C=1C=C(C=CC1)[C@@H](CN1CC2(C1)CCN(CC2)CC2=CC=C1C(=N2)N(C=N1)C(=O)OC(C)(C)C)CC(=C=O)OC